OC1=C(C(=O)NC2=CC=CC=C2)C=C(C(=C1)O)C(C)C 2,4-dihydroxy-5-isopropyl-N-phenylbenzamide